2-[[6-[5-chloro-3-[1-[(3S,4S)-3-fluoro-1-(oxetan-3-yl)-4-piperidyl]pyrazol-4-yl]quinoxalin-6-yl]oxy-2-methyl-benzimidazol-1-yl]methoxy]ethyl-trimethyl-silane ClC1=C2N=C(C=NC2=CC=C1OC=1C=CC2=C(N(C(=N2)C)COCC[Si](C)(C)C)C1)C=1C=NN(C1)[C@@H]1[C@H](CN(CC1)C1COC1)F